N1CC(C1)C=1C=CC(=NC1)C1=C(C=C(C=C1)Cl)S(=O)(=O)C 5-(Azetidin-3-yl)-2-(4-chloro-2-methylsulfonyl-phenyl)pyridine